C(CCC)[N+]1=C(C(C2=CC=CC=C12)(C)C)C=CC=CC=C1N(C2=CC=CC=C2C1(C)C)CCCC.FC1=C(C(=CC=C1N1C=CC=C1)F)[Ti+2]C1=C(C(=CC=C1F)N1C=CC=C1)F bis[2,6-difluoro-3-(1H-pyrrol-1-yl)phenyl]titanium, 1-butyl-2-[5-(1-butyl-1,3-dihydro-3,3-dimethyl-2H-indol-2-ylidene)-1,3-pentadien-1-yl]-3,3-dimethyl-3H-indolium salt